FC(C(=O)O)(F)F.ClC1=C(C=CC(=C1OC=1C(=C2C(N(C=NC2=CC1)C)=O)F)F)NS(=O)(=O)N1C[C@@H](CC1)OC (R)-N-(2-chloro-4-fluoro-3-((5-fluoro-3-methyl-4-oxo-3,4-dihydroquinazolin-6-yl)oxy)phenyl)-3-methoxypyrrolidine-1-sulfonamide trifluoroacetate